O.N[C@@](C(=O)O)(CO)C (R,S)-2-AMINO-3-HYDROXY-2-METHYLPROPIONIC ACID HYDRATE